2-(2-hydroxy-4-octyloxyphenyl)-s-triazine OC1=C(C=CC(=C1)OCCCCCCCC)C1=NC=NC=N1